5,6-dichloro-1-(1-(2-chloro-4-fluorobenzyl)piperidin-4-yl)-3-(2-(pyrrolidin-1-yl)ethyl)-1,3-dihydro-2H-benzo[d]imidazol-2-one ClC1=CC2=C(N(C(N2CCN2CCCC2)=O)C2CCN(CC2)CC2=C(C=C(C=C2)F)Cl)C=C1Cl